COC1=CC=C(C2=C1N=C(S2)NC(=O)N2CCC(CC2)(C)O)N2CCOCC2 4-hydroxy-4-methyl-piperidine-1-carboxylic acid (4-methoxy-7-morpholin-4-yl-benzothiazol-2-yl)-amide